tert-butyl (S)-4-(1-(4-cyanopyridin-2-yl)-3-(1-methylcyclopropyl)-1H-pyrrolo[3,2-c]pyridin-4-yl)-3-methylpiperazine-1-carboxylate C(#N)C1=CC(=NC=C1)N1C=C(C=2C(=NC=CC21)N2[C@H](CN(CC2)C(=O)OC(C)(C)C)C)C2(CC2)C